NC1=C(N=CC(=N1)N1CCC2(CC1)C1CC1CC2N)SC2=C(C(=NC=C2)N)Cl 1'-(6-amino-5-((2-amino-3-chloro-pyridin-4-yl)thio)pyrazin-2-yl)spiro[bicyclo[3.1.0]hexane-2,4'-piperidin]-3-amine